(E)-3-methyl-N'-(2-methylbenzylidene)benzohydrazide CC=1C=C(C(=O)N/N=C/C2=C(C=CC=C2)C)C=CC1